4-((6-((1H-pyrazol-3-yl)amino)-3-fluoropyridin-2-yl)methyl)-1-(3-chloro-2-fluorobenzyl)-2-(trifluoromethyl)piperidine-4-carboxylic acid N1N=C(C=C1)NC1=CC=C(C(=N1)CC1(CC(N(CC1)CC1=C(C(=CC=C1)Cl)F)C(F)(F)F)C(=O)O)F